Tetrahydro-2,5-dimethyl-2H-pyranemethanol CC1(OCC(CC1)C)CO